lithium bis(3-fluorocatechol) borate B([O-])([O-])[O-].FC1=C(C(O)=CC=C1)O.FC1=C(C(O)=CC=C1)O.[Li+].[Li+].[Li+]